4-(bis(4-methoxybenzyl)amino)-2-butoxy-7-hydroxy-8-(5-(pyrrolidin-1-yl)pentyl)-7,8-dihydropyrido[3,2-d]pyrimidin-6(5H)-one COC1=CC=C(CN(C=2C3=C(N=C(N2)OCCCC)C(C(C(N3)=O)O)CCCCCN3CCCC3)CC3=CC=C(C=C3)OC)C=C1